C(C)(C)[C@@H]1N(CCC(C1)C=1C=C(C2=C(N(C(=N2)C2=CC=C(C=C2)P(OCC)(OCC)=O)C)C1)C)C1CCNCC1 diethyl (4-(6-(r-isopropyl-[1,4'-bipiperidin]-4-yl)-1,4-dimethyl-1H-benzo[d]imidazol-2-yl)phenyl)phosphonate